C(C)N(C(CNC(C(=O)C1N(CCC1)C(CNC(=O)C1=CC=NC2=CC=CC=C12)=O)=O)=O)CCC N-(2-(2-(2-((2-(Ethyl(propyl)amino)-2-oxoethyl)amino)-2-oxoacetyl)pyrrolidin-1-yl)-2-oxoethyl)quinoline-4-carboxamide